2'-(3-cyclobutyl-1H-pyrrolo[2,3-b]pyridin-5-yl)-5',6'-dihydrospiro[azetidine-3,4'-pyrrolo[1,2-b]pyrazole] C1(CCC1)C1=CNC2=NC=C(C=C21)C=2C=C1N(N2)CCC12CNC2